amino-1,3,4-thiadiazole NC=1SC=NN1